O1C(COCC1)COC1=CC(=C(C(=N1)CCC=1C=NC(=CC1)OCC)CC)O 6-((1,4-dioxan-2-yl)methoxy)-2-(2-(6-ethoxypyridin-3-yl)ethyl)-3-ethylpyridin-4-ol